C(CCCCCCCCC(=O)OC1CC(N(C(C1)(C)C)CC)(CC)CC)(=O)OC1CC(N(C(C1)(C)C)C)(C)C 1-(1,2,2,6,6-pentamethylpiperidin-4-yl) 10-(1,2,2-triethyl-6,6-dimethylpiperidin-4-yl) decanedioate